C(C1=CC=C(C(=O)C(C(=O)O)CCCCN)C=C1)(=O)C(C(=O)O)CCCCN terephthaloyl-di(6-aminocaproic acid)